C(C)(C)(C)OC(=O)NC=1C=CC(=C(C1)[C@@H]1[C@@H](C1)C(=O)O)Cl cis-2-(5-((tert-butoxycarbonyl)amino)-2-chlorophenyl)cyclopropane-1-carboxylic acid